(1R,3S,5R)-N-(6-bromo-3-methylpyridin-2-yl)-5-(pyrazol-1-ylmethyl)-2-azabicyclo[3.1.0]hexane-3-carboxamide TFA salt OC(=O)C(F)(F)F.BrC1=CC=C(C(=N1)NC(=O)[C@H]1N[C@@H]2C[C@@]2(C1)CN1N=CC=C1)C